CN1C(NCC1=O)=O 3-methylimidazolidine-2,4-dione